8-fluoro-2-(2-oxo-2λ4-thiaspiro[3.5]nonan-7-yl)-3,4-dihydro-1H-isoquinoline-6-carbohydroxamic acid FC=1C=C(C=C2CCN(CC12)C1CCC2(CS(C2)=O)CC1)C(=O)NO